ClC=1N=CC2=C(N1)C1(C(N2)=N)CCN(CC1)C(=O)OC(C)(C)C tert-butyl 2'-chloro-6'-imino-5',6'-dihydrospiro[piperidine-4,7'-pyrrolo[3,2-d]pyrimidine]-1-carboxylate